N1C(CCC12CNCCC2)=O 1,7-diazaspiro(4.5)decan-2-one